FC1=CC=C(C=C1)CN(C(C(=O)OCC(F)(F)F)=O)CC1=C(C=CC=C1)C 2,2,2-trifluoroethyl 2-[(4-fluorophenyl)methyl-(o-tolylmethyl)amino]-2-oxo-acetate